1-(2-(3-bromophenyl-2,4,5,6-d4)propan-2-yl)benzene-2,3,4,5,6-d5 BrC=1C(=C(C(=C(C1[2H])[2H])[2H])C(C)(C)C1=C(C(=C(C(=C1[2H])[2H])[2H])[2H])[2H])[2H]